4-((4-(allyloxy)phenyl)diazenyl)-1-methyl-1H-pyrazole C(C=C)OC1=CC=C(C=C1)N=NC=1C=NN(C1)C